ClC1=NC=C(C(=N1)C=1C=NN(C1)C(=O)OC(C)(C)C)Cl Tert-butyl 4-(2,5-dichloropyrimidin-4-yl)-1H-pyrazole-1-carboxylate